FC(C1=CC=C(C=N1)N1CCCC1)(F)F (S)-1-(6-(trifluoromethyl)pyridin-3-yl)pyrrolidin